C(C#CCCS(=O)(=O)[O-])CS(=O)(=O)[O-] 2-butyne-1,4-diyldimethanesulfonate